C(C)(C)(C)N tertbutylamine